N=S=N diazathia-1,2-diene